FC=1C=C2C=CN(C2=CC1)C[C@@H]1CC[C@H](CC1)C(=O)OC methyl trans-4-[(5-fluoroindol-1-yl)methyl]cyclohexanecarboxylate